acryloyl-L-lysin C(C=C)(=O)N[C@@H](CCCCN)C(=O)O